tert-butyl 6-((5-bromopyrrolo[2,1-f][1,2,4]triazin-2-yl) amino)-2-azaspiro[3.3]heptane-2-carboxylate BrC=1C=CN2N=C(N=CC21)NC2CC1(CN(C1)C(=O)OC(C)(C)C)C2